C(C)(C)(C)OC(N[C@H]1C[C@@H](CC1)OCC(F)F)=O ((1R,3R)-3-(2,2-difluoroethoxy)cyclopentyl)carbamic acid tert-butyl ester